C(C=CC=CCC)(=O)O hepta-dienoic acid